N-(5-bromopyridin-3-yl)-2,7-dichloro-N-(2,2,2-trifluoroethyl)quinazolin-4-amine BrC=1C=C(C=NC1)N(C1=NC(=NC2=CC(=CC=C12)Cl)Cl)CC(F)(F)F